C(C1=CC=CC=C1)N1C[C@]([C@H](C1)N([C@@H](C)C1=CC=CC=C1)CC1=CC=CC=C1)(C(=O)OC(C)(C)C)C tert-butyl (3R,4R)-1-benzyl-4-(benzyl((S)-1-phenylethyl)amino)-3-methylpyrrolidine-3-carboxylate